3,4-dihydro-1H-isoquinoline-2,6-dicarboxylic acid 2-tert-butyl ester C(C)(C)(C)OC(=O)N1CC2=CC=C(C=C2CC1)C(=O)O